N1CC(C1)=C(CN1C(C2=CC=CC=C2C1=O)=O)CC 2-(2-(azetidin-3-ylidene)butyl)isoindoline-1,3-dione